CN1C(N(C2=C1C=CC(=C2)N2C1=C(OCC2)N=C(N=C1)C=1C=CC(=NC1)C(=O)O)C)=O 5-(5-(1,3-dimethyl-2-oxo-2,3-dihydro-1H-benzo[d]imidazol-5-yl)-6,7-dihydro-5H-pyrimido[4,5-b][1,4]oxazin-2-yl)picolinic acid